C(=O)[O-].C[NH+](C1CCNCC1)C N,N-dimethylpiperidin-4-aminium formate